N1(CCCCC1)C(=O)ON(C1=C(C(=CC=C1[N+](=O)[O-])F)C(F)(F)F)C(C)(C)C tert-butyl-((3-fluoro-6-nitro-2-(trifluoromethyl) phenyl) amino) piperidine-1-carboxylate